7-methoxy-1-methyl-2,3,4,9-tetrahydro-1H-pyrido[3,4-b]indole COC1=CC=C2C3=C(NC2=C1)C(NCC3)C